C[C@@H]1O[C@@H](CN(C1)C1=CC=CC(=N1)C1=NC2=CC(=NC=C2C=C1)CNC(C1=CC(=C(C(=C1)S(=O)(=O)C)C)C)=O)C N-((2-(6-((cis)-2,6-dimethylmorpholino)pyridin-2-yl)-1,6-naphthyridin-7-yl)methyl)-3,4-dimethyl-5-(methylsulfonyl)benzamide